COCCN1C[C@@H](CCC1)N1C(NC2=C1C=C(C(=C2)C=2C=C(C=1N(C2)N=CN1)C)C)=O (R)-1-(1-(2-Methoxyethyl)piperidin-3-yl)-6-methyl-5-(8-methyl-[1,2,4]triazolo[1,5-a]pyridin-6-yl)-1,3-dihydro-2H-benzo[d]imidazol-2-on